OB1OC(C2=C1C=CC(=C2)S(=O)(=O)NC(NC2=C1CCCC1=CC=C2C2=CC(=NC=C2)OC)=O)O 1,3-dihydroxy-N-((5-(2-methoxypyridin-4-yl)-2,3-dihydro-1H-inden-4-yl)carbamoyl)-1,3-dihydrobenzo[c][1,2]oxaborole-5-sulfonamide